N-(2-(5-chloro-1H-indol-3-yl)ethyl)-4-hydroxy-3-methylbutanamide ClC=1C=C2C(=CNC2=CC1)CCNC(CC(CO)C)=O